ClC=1C=C(N=NC1)C1=CC(=C(C(=O)N([C@H]2CNCCC2)C2=NC=CC3=C2C(=CS3)C)C=C1)F (R)-4-(5-chloropyridazin-3-yl)-2-fluoro-N-(3-methylthieno[3,2-c]pyridin-4-yl)-N-(piperidin-3-yl)benzamide